NC1=C(SC=2N=C(SC21)C)C(=O)NC2CC=1C=CC(=NC1CC2)N2CC(C(C2)OC(COC)C)N 6-amino-N-(2-{3-amino-4-[(1-methoxypropan-2-yl)oxy]pyrrolidin-1-yl}-5,6,7,8-tetrahydroquinolin-6-yl)-2-methylthieno[2,3-d][1,3]thiazole-5-carboxamide